ClC=1C=C(C=CC1)CCC(=O)NC=1C(=NC(=CC1C)N1CCOCC1)C 3-(3-Chloro-phenyl)-N-(2,4-dimethyl-6-morpholin-4-yl-pyridin-3-yl)-propionamide